2'-Hydroxy-4',6'-dibenzyloxychalcone OC1=C(C(/C=C/C2=CC=CC=C2)=O)C(=CC(=C1)OCC1=CC=CC=C1)OCC1=CC=CC=C1